europium phosphonate P([O-])([O-])=O.[Eu+3].P([O-])([O-])=O.P([O-])([O-])=O.[Eu+3]